4-(2,5-Dichlorophenyl)-N-{3-[(1,3-dioxoisoindol-2-yl)methyl]-2,6-dimethylphenyl}pyrimidine-2-carboxamide ClC1=C(C=C(C=C1)Cl)C1=NC(=NC=C1)C(=O)NC1=C(C(=CC=C1C)CN1C(C2=CC=CC=C2C1=O)=O)C